(R,S)-Phenyl[4-(4,4,5,5-tetramethyl-1,3,2-dioxaborolan-2-yl)-1H-pyrazol-1-yl]acetamide C1(=CC=CC=C1)[C@H](C(=O)N)N1N=CC(=C1)B1OC(C(O1)(C)C)(C)C